FC=1C=C(C(=O)NNC(=O)C2CN(C2)C(=O)OCC2=CC=CC=C2)C=C(C1C)[N+](=O)[O-] benzyl 3-(2-(3-fluoro-4-methyl-5-nitrobenzoyl)hydrazine-1-carbonyl)azetidine-1-carboxylate